fluoro-N-(1-(5-(2-methylpyrimidin-4-yl)-6,7,8,9-tetrahydro-5H-pyrido[3,2-b]azepin-2-yl)cyclopropyl)benzamide FC1=C(C(=O)NC2(CC2)C=2C=CC=3N(CCCCC3N2)C2=NC(=NC=C2)C)C=CC=C1